CS(=O)(=O)OCC1CCC(CC1)CN1CCC(CC1)C=1C=NC(=CC1)NC1=NC=C(C(=N1)N1OCC[C@H]1C1=CC=CC=C1)C(F)(F)F ((1r,4r)-4-((4-(6-((4-((S)-3-phenylisoxazolidin-2-yl)-5-(trifluoromethyl)pyrimidin-2-yl)amino)pyridin-3-yl)piperidin-1-yl)methyl)cyclohexyl)methyl methanesulfonate